ClC=1C=NC(=C(C(=O)NCC2=C(C=C(C=C2)F)F)C1)OC 5-chloro-N-(2,4-difluorobenzyl)-2-methoxynicotinamide